2,5-dioxopyrrolidin-1-yl 4-(1-((5-methoxy-7-methyl-1H-indol-4-yl)-methyl)-4-methylpiperazin-2-yl)benzoate COC=1C(=C2C=CNC2=C(C1)C)CN1C(CN(CC1)C)C1=CC=C(C(=O)ON2C(CCC2=O)=O)C=C1